2-((R)-3-(4-(5,6,7,8-tetrahydro-1,8-naphthyridin-2-yl)butoxy)pyrrolidin-1-yl)-2-(2-(tetrahydrofuran-3-yl)phenyl)acetic acid N1=C(C=CC=2CCCNC12)CCCCO[C@H]1CN(CC1)C(C(=O)O)C1=C(C=CC=C1)C1COCC1